2-(3-chlorobenzoylamino)-5-{4-[2-oxo-2-(pyrrolidin-1-yl)ethyl]piperazin-1-yl}benzoic acid ClC=1C=C(C(=O)NC2=C(C(=O)O)C=C(C=C2)N2CCN(CC2)CC(N2CCCC2)=O)C=CC1